3-(5-benzyloxy-tetralin-6-yl)-2-chloro-4-hydroxy-5-phenyl-7H-thieno[2,3-b]pyridin-6-one C(C1=CC=CC=C1)OC1=C2CCCCC2=CC=C1C1=C(SC=2NC(C(=C(C21)O)C2=CC=CC=C2)=O)Cl